(3S)-1-[(2R)-2-[[2-chloro-4-(2-chlorophenyl)-7-quinolyl]oxy]propanoyl]-N-methyl-piperidine-3-carboxamide ClC1=NC2=CC(=CC=C2C(=C1)C1=C(C=CC=C1)Cl)O[C@@H](C(=O)N1C[C@H](CCC1)C(=O)NC)C